3-[4-[(5,6-dichlorobenzotriazol-1-yl)methyl]phenyl]-5-(trifluoromethyl)-1,2,4-oxadiazole ClC1=CC2=C(N(N=N2)CC2=CC=C(C=C2)C2=NOC(=N2)C(F)(F)F)C=C1Cl